N1=CN=CC2=CC(=CC(=C12)O)O quinazoline-6,8-diol